ClC1=CC(=C(C=C1)S(=O)(=O)N1CCC(CC1)(C(=O)OCC)F)C1=CC(=CC=C1)C=O ethyl 1-[4-chloro-2-(3-formylphenyl)phenyl]sulfonyl-4-fluoro-piperidine-4-carboxylate